C(C)(C)OCCOCC1=CC=C(OCC(CNC(C)C)O)C=C1 (4-((2-isopropoxyethoxy)methyl)phenoxy)-3-(isopropylamino)propan-2-ol